2-(methoxymethyl)-4-methyl-6,7-dihydro-5H-pyrrolo[3,4-b]pyridine, Dihydrochloride Salt Cl.Cl.COCC1=CC(=C2C(=N1)CNC2)C